BrC1=CC=C2C(=C1F)OCC[C@]21NC(OC1)=O (S)-7-bromo-8-fluorospiro[chroman-4,4'-oxazolidin]-2'-one